N-(3-chlorophenyl)-1H-indazol ClC=1C=C(C=CC1)N1N=CC2=CC=CC=C12